CC1(CN(C1)C1=CC=C(C=N1)C1=NN(C(C=C1)=O)CC(=O)NCC)C 2-(3-(6-(3,3-dimethylazetidin-1-yl)pyridin-3-yl)-6-oxopyridazin-1(6H)-yl)-N-ethylacetamide